(S)-N-methyl-4-(3-(2-methyl-5-((3-(trifluoromethyl)phenyl)carbamoyl)phenyl)pyrrolidin-1-yl)picolinamide CNC(C1=NC=CC(=C1)N1C[C@@H](CC1)C1=C(C=CC(=C1)C(NC1=CC(=CC=C1)C(F)(F)F)=O)C)=O